4-nitrophenyl (1-cyano-6-((6-(2-((R)-1-(ethylamino)ethyl)-5-fluoropyridin-4-yl)imidazo[1,2-a]pyrazin-8-yl)oxy)hexyl)carbamate C(#N)C(CCCCCOC=1C=2N(C=C(N1)C1=CC(=NC=C1F)[C@@H](C)NCC)C=CN2)NC(OC2=CC=C(C=C2)[N+](=O)[O-])=O